N2-(3,5-dichlorophenyl)-5-(1-methyl-1H-pyrazol-4-yl)-N4-(4-(piperidin-4-yl)phenyl)pyrimidine-2,4-diamine ClC=1C=C(C=C(C1)Cl)NC1=NC=C(C(=N1)NC1=CC=C(C=C1)C1CCNCC1)C=1C=NN(C1)C